5-(6-methoxy-3-pyridyl)oxazole COC1=CC=C(C=N1)C1=CN=CO1